Cl.N1=CN=C(C=C1)N Pyrimidine-4-amine hydrochloride